C(C)(C)(C)N(C(=O)OC1=C(C=C(C(=C1C(C)(C)C)N(C)C)C)C(C)(C)C)[C@H](C[C@H](CO)F)C 2,6-di-tert-butyl-N,N-dimethyl-amino-p-cresol tert-butyl-N-[(1S,3R)-3-fluoro-4-hydroxy-1-methyl-butyl]carbamate